ethyl-6-(2-{9-[(dimethylamino)methyl]hexadecyl} cyclopropyl)hexanoate C(C)OC(CCCCCC1C(C1)CCCCCCCCC(CCCCCCC)CN(C)C)=O